3-(3-((2-(cyclohexylmethyl)-1H-imidazol-1-yl)methyl)-4-methylphenyl)-3-(1,4-dimethyl-1H-benzo[d][1,2,3]triazol-5-yl)propanoic acid, Trifluoroacetic acid salt FC(C(=O)O)(F)F.C1(CCCCC1)CC=1N(C=CN1)CC=1C=C(C=CC1C)C(CC(=O)O)C1=C(C2=C(N(N=N2)C)C=C1)C